C1=CC=CC=2C3=CC=CC=C3C(C12)=NC(CC1=C(C#N)C=CC=C1)C1CCC1 (2-((9H-fluoren-9-ylidene)amino)-2-cyclobutylethyl)benzonitrile